NC1=NC2=CC=C(C=C2C=C1C)C(=O)N(CC1=NC=C(C=C1)C(F)(F)F)CC=1C=C2C=NNC2=CC1 2-amino-N-(1H-indazol-5-ylmethyl)-3-methyl-N-((5-(trifluoromethyl)-2-pyridinyl)methyl)-6-quinolinecarboxamide